1-hexyl-3-methylimidazolium bromide salt [Br-].C(CCCCC)N1C=[N+](C=C1)C